CN1N=NC2=C1C=CC(=C2C)C(C(C(=O)OC)(C)C)C2=CC(=C(C=C2)C)CN2C[C@H](OC1=C(C=C3C=CN=CC3=C1)C2)CC Methyl 3-(1,4-dimethyl-1H-benzo[d][1,2,3]triazol-5-yl)-3-(3-(((R)-2-ethyl-2,3-dihydro-[1,4]oxazepino[6,7-g]isoquinolin-4(5H)-yl) methyl)-4-methylphenyl)-2,2-dimethylpropionate